NON diaminoether